2-(2-Bromo-4-(2-bromo-4-(6-(N-isopropylcarbamimidoyl)-1H-benzo[d]imidazol-2-yl)phenoxy)phenyl)-N-isopropyl-1H-benzo[d]imidazole-6-carboximidamide BrC1=C(C=CC(=C1)OC1=C(C=C(C=C1)C1=NC2=C(N1)C=C(C=C2)C(NC(C)C)=N)Br)C2=NC1=C(N2)C=C(C=C1)C(NC(C)C)=N